6-(6-chloro-2,5-dimethylpyrimidin-4-yl)-8,8-dimethyl-3-(trifluoromethyl)-5,6,7,8-tetrahydro-1,6-naphthyridine ClC1=C(C(=NC(=N1)C)N1CC=2C=C(C=NC2C(C1)(C)C)C(F)(F)F)C